N-(tert-butyl)-2-(4-(5-chloro-1H-indole-2-carbonyl)piperazin-1-yl)-2-oxoacetamide C(C)(C)(C)NC(C(=O)N1CCN(CC1)C(=O)C=1NC2=CC=C(C=C2C1)Cl)=O